1,3-bis(2,6-diisopropylphenyl)-1H-imidazol-3-ium-2-ide C(C)(C)C1=C(C(=CC=C1)C(C)C)N1[C-]=[N+](C=C1)C1=C(C=CC=C1C(C)C)C(C)C